C(C)(C)(C)OC(N[C@H]1C[C@H](CCC1)C(NC1=NC=C(C(=C1)C=1N2CC(CC2=C(C1)C#N)(C)C)Cl)=O)=O ((1R,3S)-3-((5-chloro-4-(7-cyano-2,2-dimethyl-2,3-dihydro-1H-pyrrolizin-5-yl)pyridin-2-yl)carbamoyl)cyclohexyl)carbamic acid tert-butyl ester